CC1=CC=C(C=C1)C(C(C)(C)O)=O 1-(4-methylphenyl)-2-hydroxy-2-methylpropan-1-one